(S)-4-Ethyl-4-hydroxy-9-(3-(pyridin-2-yldisulfanyl)propoxy)-12,14-dihydro-1H-pyrano[3',4':6,7]indolizino[1,2-b]quinolin-3(4H)-one C(C)[C@]1(C(OCC=2CN3CC=4C(=NC=5C=CC(=CC5C4)OCCCSSC4=NC=CC=C4)C3=CC21)=O)O